C(C)(C)C=1OC(=CC1)C(C)C 2,5-diisopropylfuran